3'-O-p-toluenesulfonyl-5'-O-trityl-adenosine CC1=CC=C(C=C1)S(=O)(=O)O[C@H]1[C@H]([C@@H](O[C@@H]1COC(C1=CC=CC=C1)(C1=CC=CC=C1)C1=CC=CC=C1)N1C=NC=2C(N)=NC=NC12)O